NC=1C=2N(C3=CC(=C(C=C3N1)F)C(=O)N(C)[C@@H]1COC3=C1C=CC(=C3)C31CC(C3)C1)C=NC2 4-amino-N-[(3S)-6-(1-bicyclo[1.1.1]pentanyl)-2,3-dihydrobenzofuran-3-yl]-7-fluoro-N-methyl-imidazo[1,5-a]quinoxaline-8-carboxamide